4-piperazine-dimethanesulfonic acid N1(CCN(CC1)CS(=O)(=O)O)CS(=O)(=O)O